C12C(C(C(C=C1)C2)O)O 5-norbornene-2,3-diol